C1(CC1)[C@H](C(C)(C)O)N1C(C2=C(C=CC=C2C1)C1=CC=C(C=C1)C1=CC(=NO1)C)=O (R)-2-(1-cyclopropyl-2-hydroxy-2-methylpropyl)-7-(4-(3-methylisoxazol-5-yl)phenyl)isoindolin-1-one